Cl.N1=CC(=CC=C1)CCCCC=1N=CC(=NC1)\C=N/O (Z)-5-(4-(pyridin-3-yl)butyl)pyrazine-2-carbaldehyde oxime hydrochloride